6-(benzyloxy)-1-[(E)-2-(3,4-dimethoxyphenyl)ethenyl]-7-methoxy-1,2,3,4-tetrahydroisoquinoline C(C1=CC=CC=C1)OC=1C=C2CCNC(C2=CC1OC)\C=C\C1=CC(=C(C=C1)OC)OC